FC=1N=CC(C[C@H](N)C(=O)O)(N1)F 2,4-difluorohistidine